(2S,3S)-2-[9H-fluoren-9-ylmethoxycarbonyl-(methyl)amino]-3-methylpentanoic acid C1=CC=CC=2C3=CC=CC=C3C(C12)COC(=O)N([C@H](C(=O)O)[C@H](CC)C)C